4-(cyclohexylmethyl)-3-[(3,3-difluorocyclopentyl)methyl]-4,5-dihydro-1,2,4-oxadiazol-5-one C1(CCCCC1)CN1C(=NOC1=O)CC1CC(CC1)(F)F